3,5-bis(2-fluorobenzylidene)-N-(4-fluorobenzenesulfonyl)-4-piperidone FC1=C(C=C2CN(CC(C2=O)=CC2=C(C=CC=C2)F)S(=O)(=O)C2=CC=C(C=C2)F)C=CC=C1